C1CCC(CC1)C(=O)NC2=NC=C(S2)CC3=CC=CC4=CC=CC=C43 The molecule is a monocarboxylic acid amide obtained by the formal condensation of cyclohexanecarboxylic acid with the amino group of 5-(naphthalen-1-ylmethyl)-1,3-thiazol-2-amine. It has been shown to exhibit antifungal activity. It has a role as an antifungal agent. It is a member of 1,3-thiazoles, a member of naphthalenes and a monocarboxylic acid amide. It derives from a cyclohexanecarboxylic acid.